ethyl-butanone oxime C(C)CC(CC)=NO